(1-Methyl-1H-1,2,4-triazol-3-yl)methyl (1-((3-chloro-4-fluorophenyl)carbamoyl)-3-cyclopropyl-2-methyl-2,4,5,6-tetrahydrocyclopenta[c]pyrrol-4-yl)carbamate ClC=1C=C(C=CC1F)NC(=O)C=1N(C(=C2C1CCC2NC(OCC2=NN(C=N2)C)=O)C2CC2)C